OCCCC[N+]1=C(N(C(=C1C)C)C)C 3-(4-hydroxybutyl)-1,2,4,5-tetramethyl-1H-imidazol-3-ium